NC1CCC(CC1)NC(CCC(C(=O)O)N1CCN(CCN(CCN(CC1)CC(=O)O)CC(=O)O)CC(=O)O)=O 2,2',2''-(10-(4-((4-aminocyclohexyl)amino)-1-carboxy-4-oxobutyl)-1,4,7,10-tetraazacyclododecane-1,4,7-triyl)triacetic acid